CC1=CC=C(C=C1)[S@@](=O)N[C@@H](CC(=O)OCC)C=1SC=C(C1)C1=CC=CC=C1 ethyl (S)-3-((R)-4-methylphenylsulfinamido)-3-(4-phenylthiophen-2-yl)propanoate